(S)-3-amino-5-methyl-7-((1-methyl-1H-imidazol-2-yl)methoxy)-2,3-dihydrobenzo[b][1,4]oxazepin-4(5H)-one hydrochloride Cl.N[C@@H]1C(N(C2=C(OC1)C=CC(=C2)OCC=2N(C=CN2)C)C)=O